FC(C=1C(=C(C=C(C1)[N+](=O)[O-])[C@@H](C)NC=1C2=C(N=CN1)NC(C(=C2)O[C@@H]2COCC2)=O)F)F 4-(((R)-1-(3-(difluoromethyl)-2-fluoro-5-nitrophenyl)ethyl)amino)-6-(((S)-tetrahydrofuran-3-yl)oxy)pyrido[2,3-d]pyrimidin-7(8H)-one